N1CC(=CC1)C1=CC=C(CC2=CC=C(C=C2)N2N=C(C=C2C)C(=O)N)C=C1 1-(4-(4-(2,5-dihydro-1H-pyrrol-3-yl)benzyl)phenyl)-5-methyl-1H-pyrazole-3-carboxamide